1-(3,5-difluorophenyl)-3-(6-(methylsulfonyl)isoquinolin-4-yl)-2-oxoimidazoline-4-carbonitrile FC=1C=C(C=C(C1)F)N1C(N(C(C1)C#N)C1=CN=CC2=CC=C(C=C12)S(=O)(=O)C)=O